[Cl-].C(CCCCCCCCCCCCCCCCCCCCC)[NH+](CC(O)O)CCCCCCCCCCCCCCCCCCCCCC di(behenyl)dihydroxyethyl-ammonium chloride